(4-pyridyl)aniline tert-butyl-(5-(2-(2-(isoquinolin-6-yl)-5-methylpiperidin-1-yl)-2-oxoacetamido)-3-methylpyridin-2-yl)carbamate C(C)(C)(C)N(C(O)=O)C1=NC=C(C=C1C)NC(C(=O)N1C(CCC(C1)C)C=1C=C2C=CN=CC2=CC1)=O.N1=CC=C(C=C1)NC1=CC=CC=C1